ClC=1C=C(C(=O)OC)C=C(C1)C(N)=NO methyl 3-chloro-5-[N'-hydroxycarbamimidoyl]benzoate